C1(=C(C=CC=C1)C1=NC2=C(C(O1)=O)C=CC=C2)C2=NC1=C(C(O2)=O)C=CC=C1 phenylenebis(3,1-benzoxazin-4-one)